3-(6-fluoro-2-methyl-1,2,3,4-tetrahydroisoquinolin-7-yl)-5-(2-fluoro-6-methoxyphenyl)-1H-pyrazolo[4,3-c]pyridazin-6(5H)-one FC=1C=C2CCN(CC2=CC1C1=NNC=2C1=NN(C(C2)=O)C2=C(C=CC=C2OC)F)C